CC=1NC=CC1C#N 2-Methyl-1H-pyrrole-3-carbonitrile